d-glucono-1,4-lactone C1([C@H](O)[C@@H](O)[C@@H]([C@H](O)CO)O1)=O